ClC1=C(C=CC=C1C1=C(C(=NC=C1)C1=CC(=C(C=C1)CNC1CCC(CC1)O)OC)Cl)C1=CC=C(C(=N1)OC)CNC1CCN(CC1)C(C)=O 1-(4-(((6-(2-chloro-3-(3-chloro-2-(4-((((1s,4r)-4-hydroxycyclohexyl)amino)methyl)-3-methoxyphenyl)pyridin-4-yl)phenyl)-2-methoxypyridin-3-yl)methyl)amino)piperidin-1-yl)ethan-1-one